S(=O)(=O)(C1=CC=C(C)C=C1)N1C2CCOCC12 7-tosyl-3-oxa-7-azabicyclo[4.1.0]heptane